diphenol acrylate C(C=C)(=O)O.C1(=CC=CC=C1)O.C1(=CC=CC=C1)O